Cl.NC1=NC(=CC(=N1)C1=CC[C@@]2(C[C@H](NC2)C(=O)O)CC1)O[C@@H](C(F)(F)F)C1=C(C=C(C=C1)Cl)N1N=C(C=C1)C (3S,5R)-8-(2-amino-6-((R)-1-(4-chloro-2-(3-methyl-1H-pyrazole-1-yl)phenyl)-2,2,2-trifluoroethoxy)pyrimidine-4-yl)-2-azaspiro[4.5]dec-7-ene-3-carboxylic acid hydrochloride